N-((3aR,4S,7R,7aS)-3a,7a-dimethyl-1,3-dioxooctahydro-2H-4,7-epoxyisoindol-2-yl)-4-(trifluoromethyl)benzamide C[C@]12C(N(C([C@@]2([C@H]2CC[C@@H]1O2)C)=O)NC(C2=CC=C(C=C2)C(F)(F)F)=O)=O